methyl 2-amino-8-methyl-imidazo[1,2-a]pyrazine-6-carboxylate NC=1N=C2N(C=C(N=C2C)C(=O)OC)C1